NC1=NN2C(N=CC=C2)=C1C(=O)NC=1C(=NN(C1)CC(=O)NC1CCCC1)C1=C(C=CC(=C1)Cl)OC 2-amino-N-(3-(5-chloro-2-methoxyphenyl)-1-(2-(cyclopentylamino)-2-oxoethyl)-1H-pyrazol-4-yl)pyrazolo[1,5-a]pyrimidine-3-carboxamide